FC1(C(C2=CC=CC=C2C(C1)COC1=CC=CC=C1)=O)F 2,2-difluoro-4-(phenoxymethyl)-3,4-dihydronaphthalene-1(2H)-one